3,5-dihydroxyphenyl-methane OC=1C=C(C=C(C1)O)C